C(CCC)C=1N(C2=C(C(=NC=3C=CC=CC23)Cl)N1)CC1CCN(CC1)C(=O)OC(C)(C)C tert-butyl 4-((2-butyl-4-chloro-1H-imidazo[4,5-c]quinolin-1-yl)methyl)piperidine-1-carboxylate